(Z)-2-(1-(4-Benzoylbenzylidene)-5-fluoro-2-methyl-1H-inden-3-yl)acetic acid C(C1=CC=CC=C1)(=O)C1=CC=C(\C=C/2\C(=C(C3=CC(=CC=C23)F)CC(=O)O)C)C=C1